COCCC(C)(O)C1=CC=2C(=NC(=CC2)C2=CC=3C(N=C2)=NN(C3)C)S1 4-methoxy-2-(6-(2-methyl-2H-pyrazolo[3,4-b]pyridin-5-yl)thieno[2,3-b]pyridin-2-yl)-2-butanol